(R)-N,N-dimethyl-1-(4-(3-methylmorpholinyl)-2-(1H-pyrrolo[2,3-b]pyridin-4-yl)thieno[3,2-d]pyrimidin-7-yl)methanesulfonamide CN(S(=O)(=O)CC1=CSC2=C1N=C(N=C2N2[C@@H](COCC2)C)C2=C1C(=NC=C2)NC=C1)C